1-((2R,5S)-4-(6-chloro-7-(3-cyclopropyl-5-methyl-1H-indazol-4-yl)-2-(3-(dimethylamino)azetidin-1-yl)-8-fluoroquinazolin-4-yl)-2,5-dimethylpiperazin-1-yl)prop-2-en-1-one ClC=1C=C2C(=NC(=NC2=C(C1C1=C2C(=NNC2=CC=C1C)C1CC1)F)N1CC(C1)N(C)C)N1C[C@H](N(C[C@@H]1C)C(C=C)=O)C